3-chloro-6-(2,4-dimethoxypyrimidin-5-yl)-4-((1S,2S)-2-(isopropoxymethyl)cyclopropyl)pyridine ClC=1C=NC(=CC1[C@@H]1[C@H](C1)COC(C)C)C=1C(=NC(=NC1)OC)OC